Phenyl p-toluenesulfonate (2,4,6-trimethoxyphenyl)iodonium salt COC1=C(C(=CC(=C1)OC)OC)[IH+].CC1=CC=C(C=C1)S(=O)(=O)OC1=CC=CC=C1